2-(2,6-dichlorophenyl)-5-((6-(5-methyl-[1,2,4]triazolo[4,3-a]pyrazin-3-yl)pyridin-3-yl)amino)-2H-1,2,3-triazole-4-carboxamide ClC1=C(C(=CC=C1)Cl)N1N=C(C(=N1)C(=O)N)NC=1C=NC(=CC1)C1=NN=C2N1C(=CN=C2)C